N1C=NC(=C1)C1CCN(CC1)S(=O)(=O)C=1C=C(NC2=CC=C(C=C2)F)C=CC1 3-((4-(1H-imidazol-4-yl)piperidin-1-yl)sulfonyl)-N-(4-fluorophenyl)aniline